FC=1C=C(C=C(C1)OC(F)(F)F)C(C(=O)O)(C)C 2-(3-fluoro-5-(trifluoromethoxy)phenyl)-2-methylpropanoic acid